(3S,4R)-4-{[5-fluoro-7-(3-fluoro-3-methylbutan-2-yl)pyrrolo[2,1-f][1,2,4]triazin-2-yl]amino}oxan-3-ol FC=1C=C(N2N=C(N=CC21)N[C@H]2[C@@H](COCC2)O)C(C)C(C)(C)F